C(C)OC(=O)C1=CC2=C(C(=C(O2)C=2N(C3=CC=CC=C3C2)CC2CC2)CCO[Si](C2=CC=CC=C2)(C2=CC=CC=C2)C(C)(C)C)C(=C1)OC 3-(2-((tert-butyldiphenylsilyl)oxy)ethyl)-2-(1-(cyclopropylmethyl)-1H-indol-2-yl)-4-methoxybenzofuran-6-carboxylic acid ethyl ester